FC(OC1=CC=C(C=C1)C(C)=O)F 4'-(difluoromethoxy)acetophenone